6-(2-nitrophenoxy)-3,4-dihydro-2H-1,2λ6,3-benzoxathiazine-2,2-dione [N+](=O)([O-])C1=C(OC=2C=CC3=C(CNS(O3)(=O)=O)C2)C=CC=C1